(2-hydroxy-1,1-dimethylethyl)dodecylamine OCC(C)(C)NCCCCCCCCCCCC